Cl.Cl.C(CCCC)(=O)N pentanamide dihydrochloride